2-(dibutylamino)ethylamine C(CCC)N(CCN)CCCC